ONC(C1=CC=C(C=C1)CCCN1CCC(CC1)CN[C@@H]1[C@H](C1)C=1C=C2C(C(N(C2=CC1)C)=O)(C)C)=O N-hydroxy-4-(3-(4-((((1S,2R)-2-(1,3,3-trimethyl-2-oxoindolin-5-yl)cyclopropyl)amino)methyl)piperidin-1-yl)propyl)benzamide